COC=1C=C2CCN3C(C2=CC1OC)=CC(=NC3=O)N(C3CCN(CC3)C(=O)OC(C)(C)C)C(N)=N tert-butyl 4-((9,10-dimethoxy-4-oxo-6,7-dihydro-4H-pyrimido[6,1-a]isoquinolin-2-yl)(carbamimidoyl)amino)piperidine-1-carboxylate